ClC=1C(=C2C(=NC1C)SC1=C(N=CC=C12)NCC1=CC=C(C=C1)OC)C 3-chloro-N-(4-methoxybenzyl)-2,4-dimethylthieno[2,3-b:5,4-c']Dipyridin-8-amine